NC=1C2=C(N=C(N1)Cl)N(C=C2)[C@H]2[C@H]([C@@H]([C@H](O2)COP(=O)(OC2=CC=CC=C2)N[C@@H](C)C(=O)OCC(CC)CC)O)F 2-ethylbutyl ((((2R,3R,4S,5R)-5-(4-amino-2-chloro-7H-pyrrolo[2,3-d]pyrimidin-7-yl)-4-fluoro-3-hydroxytetrahydrofuran-2-yl)methoxy)(phenoxy)phosphoryl)-L-alaninate